NC1=CC(=C(C=N1)OC1=C(C(=O)O)C(=CC=C1)Cl)C=1C=C2CN(CC2=CC1)C(=O)OC(C)(C)C 2-((6-amino-4-(2-(tert-butoxycarbonyl)isoindolin-5-yl)pyridin-3-yl)oxy)-6-chlorobenzoic acid